bis-[4-(benzenesulfonyloxy)-3-propyl-phenyl]urea C1(=CC=CC=C1)S(=O)(=O)OC1=C(C=C(C=C1)NC(NC1=CC(=C(C=C1)OS(=O)(=O)C1=CC=CC=C1)CCC)=O)CCC